ethyl 1-(4-nitrophenyl)-1H-pyrazole-3-carboxylate Ethyl-1H-pyrazole-3-carboxylate C(C)OC(=O)C1=NNC=C1.[N+](=O)([O-])C1=CC=C(C=C1)N1N=C(C=C1)C(=O)OCC